(S)-3-(5-(difluoromethyl)-1,3,4-thiadiazol-2-yl)-1-ethyl-N-(3-(fluoromethyl)oxetan-3-yl)-7-(4-isobutyryl-3-methylpiperazin-1-yl)-2-oxo-2,3-dihydro-1H-benzo[d]imidazole-5-sulfonamide FC(C1=NN=C(S1)N1C(N(C2=C1C=C(C=C2N2C[C@@H](N(CC2)C(C(C)C)=O)C)S(=O)(=O)NC2(COC2)CF)CC)=O)F